(3,5-dichloro-4-hydroxyphenyl)(1-methyl-1H-pyrrolo[2,3-c]pyridin-3-yl)methanone ClC=1C=C(C=C(C1O)Cl)C(=O)C1=CN(C2=CN=CC=C21)C